FC=1N=C2C=CC(=NC2=CC1)C1=CC(=C(C=C1)N1CCOC2=C(C1=O)N(N=C2)C)C 7-(4-(6-fluoro-1,5-naphthyridin-2-yl)-2-methylphenyl)-1-methyl-6,7-dihydro-1H-pyrazolo[3,4-f][1,4]oxazepin-8(5H)-one